C1(CCCC1)N1CCNCC1 cyclopentylpiperazin